((S)-1-(4-fluorophenyl)-3,4-dihydroisoquinolin-2(1H)-yl)((3S,6r)-1,5-dioxaspiro[2.4]heptan-6-yl)methanone FC1=CC=C(C=C1)[C@@H]1N(CCC2=CC=CC=C12)C(=O)[C@@H]1OC[C@@]2(CO2)C1